C(=CCCCCCCCCCCCCCCCC)N1C(=C(C(C=C1)=O)OCC=C)C#N N-octadecenyl-2-cyano-3-(2-propen-1-oxy)-pyridin-4-one